FC=1C(=CC(=NC1)OC)C1=CC(=NN1)C(=O)C1=C(C=CC=C1)N1C2(CC2)C[C@H](CC1)C(=O)N[C@@H]1CCOC=2C1=NC=C(C2)F (S)-4-(5-(5-fluoro-2-methoxypyridin-4-yl)-1H-pyrazole-3-carbonylPhenyl)-N-((R)-7-fluoro-3,4-dihydro-2H-pyrano[3,2-b]Pyridin-4-yl)-4-azaspiro[2.5]Octane-7-carboxamide